N=1N2C3=C(C=CC=C3C1C(C)(C)N)CC2 2-(6,7-dihydropyrrolo[3,2,1-hi]indazol-2-yl)propan-2-amine